[N+](=O)([O-])C=1C=C(C=CC1)C1=CC=CC=C1 3-nitro-[1,1'-biphenyl]